3-(1H-tetrazol-5-yl)pyridin N1N=NN=C1C=1C=NC=CC1